NCC1CN(C=2N(C1)N=CC2C2=CC=C(C=C2)C(F)(F)F)C(=O)OC(C)(C)C tert-butyl 6-(aminomethyl)-3-(4-(trifluoromethyl) phenyl)-6,7-dihydropyrazolo[1,5-a]pyrimidine-4(5H)-carboxylate